N=1C=CN2C1N=CC(=C2)C=2C=CN1N=C(N=CC12)N[C@@H]1C[C@H](C1)N1CCOCC1 5-(imidazo[1,2-a]pyrimidin-6-yl)-N-(trans-3-morpholinocyclobutyl)pyrrolo[2,1-f][1,2,4]triazin-2-amine